(R)-N-(2-(4-cyanothiazolidin-3-yl)-2-oxoethyl)-6-(4-(3-methoxy-propoxy)phenyl)quinoline-4-carboxamide methyl-(R)-2-amino-3-(2-(cyclopropylmethoxy)phenyl)propanoate hydrochloride Cl.COC([C@@H](CC1=C(C=CC=C1)OCC1CC1)N)=O.C(#N)[C@H]1N(CSC1)C(CNC(=O)C1=CC=NC2=CC=C(C=C12)C1=CC=C(C=C1)OCCCOC)=O